6-Chloro-2-[4-(4-methyl-1,4-diazepan-1-yl)phenyl]-N-[1-(1-methylethyl)piperidin-4-yl]-3H-imidazo[4,5-b]pyridin-7-amine ClC=1C(=C2C(=NC1)NC(=N2)C2=CC=C(C=C2)N2CCN(CCC2)C)NC2CCN(CC2)C(C)C